ClC1=CC(=C(C(=C1)C)C1=CC2=C(N=N1)N(C=C2)CC(=O)N2CCCCC2)O 2-[3-(4-Chloro-2-hydroxy-6-methylphenyl)-7H-pyrrolo[2,3-c]pyridazin-7-yl]-1-(piperidin-1-yl)ethan-1-one